N[C@@H]1CN(CC1)C1=CC=CC(=N1)N1CC=2C(=NC=CC2C1=O)C1=C(C=CC=C1OC)F 2-(6-((S)-3-Aminopyrrolidin-1-yl)pyridin-2-yl)-4-(2-fluoro-6-methoxyphenyl)-2,3-dihydro-1H-pyrrolo[3,4-c]pyridin-1-one